C(C)(=O)NC1=CC=C(C=C1)NC(C1=CC=C(C=C1)NS(=O)(=O)C1=CC=C(C=C1)Br)=O N-(4-acetamidophenyl)-4-((4-bromophenyl)sulfonamido)benzamide